tert-butyl (2R,5S)-4-[7-bromo-2,8-difluoro-6-(trifluoromethyl)quinazolin-4-yl]-2,5-dimethyl-piperazine-1-carboxylate BrC1=C(C=C2C(=NC(=NC2=C1F)F)N1C[C@H](N(C[C@@H]1C)C(=O)OC(C)(C)C)C)C(F)(F)F